C(C)OC(=O)C=1C=NN(C1)C1=C(C=C(C=C1)Cl)Br 1-(2-bromo-4-chlorophenyl)pyrazole-4-carboxylic acid ethyl ester